FC=C(CN)CS(=O)(=O)C1=CC=CC=C1 3-fluoro-2-((phenylsulfonyl)methyl)prop-2-en-1-amine